C(=O)(O)[C@H](CC(=O)C1=CC2=C(S1)C=C(C(=C2F)OCCCCCOC2=CC1=C(SC(=C1)C(C[C@@H](C(=O)O)C)=O)C=C2OC)OC)C (S)-4-(5-((5-((2-((S)-3-carboxybutanoyl)-4-fluoro-6-methoxybenzo[b]thiophen-5-yl)oxy)pentyl)oxy)-6-methoxybenzo[b]thiophen-2-yl)-2-methyl-4-oxobutanoic acid